methyl 9-(5-(azetidin-3-ylmethyl)pyridin-2-yl)-8-(2,4-dichlorophenyl)-6,7-dihydro-5H-benzo[7]annulene-3-carboxylate N1CC(C1)CC=1C=CC(=NC1)C1=C(CCCC2=C1C=CC(=C2)C(=O)OC)C2=C(C=C(C=C2)Cl)Cl